3-(4-(1-(7-((4-(((R)-1-(3-Bromophenyl)ethyl)amino)-6-methoxy-2-methyl-quinazolin-7-yl)oxy)heptyl)piperidin-4-yl)-1-oxoisoindolin-2-yl)piperidine-2,6-dione BrC=1C=C(C=CC1)[C@@H](C)NC1=NC(=NC2=CC(=C(C=C12)OC)OCCCCCCCN1CCC(CC1)C1=C2CN(C(C2=CC=C1)=O)C1C(NC(CC1)=O)=O)C